ClC1=CC=CC=2C(C3=CC=CC(=C3C(C12)=O)Cl)=O 1,8-dichloro-anthraquinone